CC=1C2=C(C(=NC1)C1=CC=C(C(=O)[O-])C=C1)C=CN2 4-(7-methyl-1H-pyrrolo[3,2-c]pyridin-4-yl)benzoate